P1(OCCCCCCO1)[O-] 1,6-hexanediyl phosphite